(3S,4S)-1-(3-chloro-1H-indole-2-carbonyl)-N-(4-fluoro-3-methylphenyl)-4-methylpyrrolidine-3-carboxamide ClC1=C(NC2=CC=CC=C12)C(=O)N1C[C@H]([C@@H](C1)C)C(=O)NC1=CC(=C(C=C1)F)C